C(#N)C1=CC(=C(C=C1OC)C1(CN(C1)C(=O)[O-])O)OC 3-(4-cyano-2,5-dimethoxyphenyl)-3-hydroxyazetidine-1-carboxylate